C(C)(C)C1=C(C(=C(C1)C(C)C)C(C)C)C(C)C tetraisopropylcyclopentadiene